methyl 2-(2-aminopyridin-3-yl)-3-[(1S)-1-[(tert-butoxycarbonyl)amino]-2,3-dihydro-1H-inden-5-yl]imidazo[4,5-b]pyridine-5-carboxylate NC1=NC=CC=C1C1=NC=2C(=NC(=CC2)C(=O)OC)N1C=1C=C2CC[C@@H](C2=CC1)NC(=O)OC(C)(C)C